C(C1=CC=CC=C1)OC(=O)N1CCN(CC1)CCC1CCN(CC1)C(=O)OC(C)(C)C.C1(=CC=CC1)C(C1=CC=CC=C1)(C1=CC=CC=C1)C1=C(C=CC=2C3=CC=C(C=C3CC12)C(C)(C)C)C(C)(C)C 1-(Cyclopentadien-1-yl)-1-(2,7-di-tertbutylfluorenyl)-1,1-diphenyl-methane benzyl-4-[2-(1-tert-butoxycarbonyl-4-piperidyl)ethyl]piperazine-1-carboxylate